[Cl-].[SH3+].COC([C@H](COCC(C[S+](CC[C@H](N)C(=O)O)C)O)NC(C(F)(F)F)=O)=O.[Cl-] S-(3-(((S)-1-methoxy-1-oxo-2-(2,2,2-trifluoroacetamido)prop-3-yl)oxy)-2-hydroxypropyl)-L-methionine sulfonium chloride